trans-4-((3-(2-Cyclopropyloxazol-4-yl)phenyl)((trans-4-(6-(dimethylamino) pyridine-3-yl)cyclohexyl)methyl) carbamoyl)cyclohexyl (2-hydroxyethyl)carbamate OCCNC(O[C@@H]1CC[C@H](CC1)C(N(C[C@@H]1CC[C@H](CC1)C=1C=NC(=CC1)N(C)C)C1=CC(=CC=C1)C=1N=C(OC1)C1CC1)=O)=O